methyl 1-benzyl-2-oxo-1,2-dihydropyridine-3-carboxylate C(C1=CC=CC=C1)N1C(C(=CC=C1)C(=O)OC)=O